O=C1C(OC2=C(C1=O)C=C(C=C2)O)=O 3,4-dioxo-6-hydroxy-2H-1-benzopyran-2-one